N-(3-chloro-5-cyanophenyl)-3,5-dihydroxy-N-((1S,2S)-2-hydroxycyclopentyl)-6-(hydroxymethyl)-4-(4-(3,4,5-trifluorophenyl)-1H-1,2,3-triazol-1-yl)tetrahydro-2H-pyran-2-carboxamide ClC=1C=C(C=C(C1)C#N)N(C(=O)C1OC(C(C(C1O)N1N=NC(=C1)C1=CC(=C(C(=C1)F)F)F)O)CO)[C@@H]1[C@H](CCC1)O